C(C1=CC=CC=C1)O[C@H]1C[C@H](N(C1)C(=O)OC(C)(C)C)C(NC1=CC(=C(C=C1)F)C)=O tert-butyl (2S,4S)-4-benzyloxy-2-[(4-fluoro-3-methyl-phenyl)carbamoyl]pyrrolidine-1-carboxylate